(2S)-2-[2-[4-chloro-2-(2-methyl-5-pyridin-2-ylpyrazol-3-yl)oxyphenyl]pyrimidin-5-yl]-2-fluoroethanamine ClC1=CC(=C(C=C1)C1=NC=C(C=N1)[C@@H](CN)F)OC=1N(N=C(C1)C1=NC=CC=C1)C